C1(=CC=CC=C1)N1C(=NC2=C1C=1C=CC=CC1C=1C=CC=CC12)C1=CC=C(C=C1)C1=CC=C(C=C1)C1=NC2=C(N1C1=CC=C(C=C1)C#N)C=CC=C2 4-(2-{4-[4-(1-phenylphenanthro[10,9-d]imidazol-2-yl)phenyl]phenyl}benzo[d]imidazol-1-yl)benzene-1-carbonitrile